FC(CN1N=C(C(=C1)C1=NC=NC2=CC(=C(C=C12)C(=C)OCC)O[C@@H]1COCC1)C1=CC=CC=C1)F (S)-4-(1-(2,2-difluoroethyl)-3-phenyl-1H-pyrazol-4-yl)-6-(1-ethoxyvinyl)-7-((tetrahydrofuran-3-yl)oxy)quinazoline